2-(4-chloro-5-ethyl-6-oxo-pyridazin-1-yl)propanoic acid ClC=1C=NN(C(C1CC)=O)C(C(=O)O)C